ClC=1C=C(C=C(C1)Cl)N1CCN(CC1)S(=O)(=O)C1=CC=C(N)C=C1 4-[4-(3,5-dichlorophenyl)piperazin-1-yl]sulfonylaniline